BrC1=NC=C(C(=N1)C1=CN=C2N1N=C(C(=C2)OC)C2COC2)F 3-(2-bromo-5-fluoro-pyrimidin-4-yl)-7-methoxy-6-(oxetan-3-yl)imidazo[1,2-b]pyridazine